tert-butyl N-[3-[methoxy(methyl)carbamoyl]-1-bicyclo[1.1.1]pentanyl]carbamate CON(C(=O)C12CC(C1)(C2)NC(OC(C)(C)C)=O)C